BrC=1N=C2N(C(=NC=3C(=CC(=CC23)C)[C@@H](C)NC=2C(=NC(=CC2)Cl)C(=O)OC)CC)C1 (R)-methyl 3-(1-(2-bromo-5-ethyl-9-methylimidazo[1,2-c]quinazolin-7-yl)ethylamino)-6-chloropicolinate